FC(C(=O)O)(F)F.NC1CCC(CC1)NCC(C1=CC=CC=C1)C=1C=CC(=C(C1)C=1C(=CC=C(C1F)OCCOC)C(=O)N)Cl 5'-(2-(((1r,4r)-4-Aminocyclohexyl)amino)-1-phenylethyl)-2'-chloro-6-fluoro-5-(2-methoxyethoxy)-[1,1'-biphenyl]-2-carboxamide trifluoroacetate